(7S)-7-(1-acryloyl-3,3-dimethylpiperidin-4-yl)-2-(4-phenoxyphenyl)-4,5,6,7-tetrahydropyrazolo[1,5-a]pyrimidine-3-carboxamide C(C=C)(=O)N1CC(C(CC1)[C@@H]1CCNC=2N1N=C(C2C(=O)N)C2=CC=C(C=C2)OC2=CC=CC=C2)(C)C